FC1(CC(C1)N1N=NC2=C1C=C(C=C2)C=2C(=CN1N=C(N=C(C12)OC)NCC(C#N)(C)C)F)F 3-((5-(1-(3,3-difluorocyclobutyl)-1H-benzo[d][1,2,3]triazol-6-yl)-6-fluoro-4-methoxypyrrolo[2,1-f][1,2,4]triazin-2-yl)amino)-2,2-dimethylpropanenitrile